N1=C(C=CC=C1)C(=O)OC=C.N1=C(C=CC=C1)C(=O)OC=C divinyl dipicolinate